C(C)(C)C=1C(=NNC1C=1C=C(C=2N(C1)N=CN2)C)C2=CC=C(C=C2)C2NCCC2 6-(4-isopropyl-3-(4-(pyrrolidin-2-yl)phenyl)-1H-pyrazol-5-yl)-8-methyl-[1,2,4]Triazolo[1,5-a]Pyridine